ClC1=NC=C(C(=C1)N1CCC(CC1)CCO)I 2-(1-(2-chloro-5-iodopyridin-4-yl)piperidin-4-yl)ethan-1-ol